CN(C1=NC=CC=N1)C1CCC(CC1)OC1=C2C=C(C=NC2=CC(=N1)N1CCOCC1)OCC=1N(C(=NC1)[N+](=O)[O-])C N-methyl-N-[4-[[3-[(3-methyl-2-nitro-imidazol-4-yl)methoxy]-7-morpholino-1,6-naphthyridin-5-yl]oxy]cyclohexyl]pyrimidin-2-amine